2-((2-(2,6-dioxopiperidin-3-yl)-1,3-dioxoisoindolin-4-yl)oxy)-N-(3-hydroxypropyl)acetamide O=C1NC(CCC1N1C(C2=CC=CC(=C2C1=O)OCC(=O)NCCCO)=O)=O